OC(CC=1NC(C2=C(N1)C(=NC(=C2)C2=CC=C(C=C2)C(F)(F)F)C=2C=NC=CC2)=O)(C)C (2-hydroxy-2-methylpropyl)-8-(pyridin-3-yl)-6-(4-(trifluoromethyl)phenyl)pyrido[3,4-d]pyrimidin-4(3H)-one